FC(C1=NN=C(S1)N1N=CC2=C(C=C(C=C12)S(=O)(=O)NC(C)(C)C)N1CCN(CC1)C(C(C)C)=O)F 1-[4-(1-[5-(difluoromethyl)(1,3,4-thiadiazol-2-yl)]-6-{[(tert-butyl)amino]sulfonyl}(1H-indazol-4-yl))piperazinyl]-2-methylpropan-1-one